(2-ethylheptyl)ethane-1-ol C(C)C(CC(C)O)CCCCC